P(=O)(O)(O)OCC(COCCCCCCCCCCCCCCCC)OC(CCCCCCCCCCCCCCC)=O 1-hexadecyl-2-palmitoyl-glycerol phosphate